ONC(C1=CC=C(C=C1)OC)=N N-hydroxy-4-methoxybenzimidamide